C(C)(C)(C)OC(N[C@@H](C)C=1N(N=CN1)C=1SC(=CN1)C#N)=O tert-butyl-N-[(1S)-1-[2-(5-cyanothiazol-2-yl)-1,2,4-triazol-3-yl]ethyl]carbamate